C(=O)(O)C=1C=C(OC2=CC=C(C=C2)C(C)(C)C=2C=C(C(C(=O)O)=CC2)C(=O)O)C=CC1C(=O)O 4-(2-(4-(3,4-dicarboxyphenoxy)phenyl)prop-2-yl)phthalic acid